O=C(C=CC=CCC(=O)O)N1CCC2=CC=C(C=C12)N1CCCC1 7-oxo-7-(6-(pyrrolidin-1-yl)indolin-1-yl)hepta-3,5-dienoic acid